2-butyl 2-formylbenzoate C(=O)C1=C(C(=O)OC(C)CC)C=CC=C1